C(C)N1C(SC2=C1C=CC=C2)=O ethyl-2(3H)-benzothiazolone